CC1=C2C(=NC=C1)C(=CN2)[N+](=O)[O-] 7-Methyl-3-nitro-1H-pyrrolo[3,2-b]pyridine